1-(2,3-bis(4-fluorophenyl)-7-methylquinolin-5-yl)ethan-1-one FC1=CC=C(C=C1)C1=NC2=CC(=CC(=C2C=C1C1=CC=C(C=C1)F)C(C)=O)C